2-methyl-3-(2-nitro-1-(p-tolyl)ethyl)-1H-indole CC=1NC2=CC=CC=C2C1C(C[N+](=O)[O-])C1=CC=C(C=C1)C